[3-(1,2,4-triazol-4-yl)phenyl]benzamide N=1N=CN(C1)C=1C=C(C=CC1)C1=C(C(=O)N)C=CC=C1